C[C@]12CC3(CC(C[C@@](C1)(C3)C)C2)[NH3+] [(3R,5S)-3,5-dimethyl-1-adamantyl]ammonium